CC1N(CC1)C(=O)O methylAzetidine-1-carboxylic acid